triazinic acid N1=NN=C(C=C1)C(=O)O